FC=1C=C(C=O)C=C(C1N1CCNCC1)F 3,5-difluoro-4-(piperazin-1-yl)benzaldehyde